C(C)(C)N(CCC1=CNC=2C=CC(=C(C12)O)C)C 3-(2-(isopropyl-(methyl)amino)ethyl)-5-methyl-1H-indol-4-ol